N1(CCCCCC1)C=1N=C2N(C(C1C#N)=O)C=C(C=C2[C@@H](C)NC2=C(C(=O)O)C=CC=C2)C (R)-2-((1-(2-(azepan-1-yl)-3-cyano-7-methyl-4-oxo-4H-pyrido[1,2-a]pyrimidin-9-yl)ethyl)amino)benzoic acid